FC(C(O)C=1N(C=C(N1)CC1=CC(=NC=C1)F)COCC[Si](C)(C)C)(F)F 2,2,2-trifluoro-1-(4-((2-fluoropyridin-4-yl)methyl)-1-((2-(trimethylsilyl)ethoxy)methyl)-1H-imidazol-2-yl)ethan-1-ol